5-(2-fluorophenyl)-N-methyl-1-(3-pyridylsulfonyl)-1H-pyrrole-3-methanamine fumarate C(\C=C\C(=O)O)(=O)O.FC1=C(C=CC=C1)C1=CC(=CN1S(=O)(=O)C=1C=NC=CC1)CNC